4-[7-[6-cyano-5-(trifluoromethyl)pyridin-3-yl]-8-oxo-6-thioxo-5,7-diazaspiro[3.4]oct-5-yl]-2-fluoro-N-methylbenzamide C(#N)C1=C(C=C(C=N1)N1C(N(C2(CCC2)C1=O)C1=CC(=C(C(=O)NC)C=C1)F)=S)C(F)(F)F